manganous oxide nitrogen [N].[O-2].[Mn+2]